CC1=C(C(=NO1)OC[C@H]1N(CC1)C)C1=CC=2N(C=C1)N=C(C2)NC(=O)C2CC2 N-[5-[5-methyl-3-[[(2S)-1-methylazetidin-2-yl]methoxy]isoxazol-4-yl]pyrazolo[1,5-a]pyridin-2-yl]cyclopropanecarboxamide